ClC=1C(=CC(=NC1)\C=C\C1=CC=CC=C1)C(C)=O (E)-1-(5-chloro-2-styrylpyridin-4-yl)ethan-1-one